C(C)(C)(C)OC(=O)N[C@@H](C(=O)OC)[C@H](C)O methyl (2R,3S)-2-(tert-butoxycarbonylamino)-3-hydroxybutanoate